C1=CC=C(C=C1)C2=C(C(=CC=C2)C(=O)O)C(=O)O biphenyldicarboxylic Acid